C(C1=CC=CC=C1)N1C(=NC(=C1)C1=C(C=CC(=C1)F)F)[C@@H](C(C)(C)C)N(C(CO)=O)CC1C(CNC1)C(=O)NCCN1C(C=CC1=O)=O 4-{[{(1R)-1-[1-benzyl-4-(2,5-difluorophenyl)-1H-imidazol-2-yl]-2,2-dimethylpropyl}(glycoloyl)amino]methyl}-N-[2-(2,5-dioxo-2,5-dihydro-1H-pyrrol-1-yl)ethyl]pyrrolidine-3-carboxamide